C1(CC1)C1=CC(=NN1)NC(C(C)C=1C=NN(C1)C1=NC(=CC=C1)OC)=O N-(5-cyclopropyl-1H-pyrazol-3-yl)-2-(1-(6-methoxypyridin-2-yl)-1H-pyrazol-4-yl)propanamide